Calcium Acetylide [C-]#[C-].[Ca+2]